C(CCCCCCCCCCCCCCCCCCC)(=O)[O-] Icosanoat